cyclopropyl(3-iodo-1-(2-((tetrahydro-2H-pyran-2-yl)oxy)ethyl)-1H-pyrazol-5-yl)methanol C1(CC1)C(O)C1=CC(=NN1CCOC1OCCCC1)I